FC1=C(CN(S(=O)(=O)C2=C(C(=C(C(=C2)F)F)F)F)CC(=O)O)C=CC=C1F 2-(N-(2,3-difluorobenzyl)-2,3,4,5-tetrafluorophenylsulfonamido)acetic acid